4-(9-(4-ethynylbenzyl)-9H-purin-6-yl)piperazine-1-carboxylic acid tert-butyl ester C(C)(C)(C)OC(=O)N1CCN(CC1)C1=C2N=CN(C2=NC=N1)CC1=CC=C(C=C1)C#C